(7-(2-(4-(6-fluorobenzothiophen-4-yl)piperazin-1-yl)ethyl)-2-oxo-3,4-dihydroquinolin-1(2H)-yl)-2-methoxyacetic acid methyl ester COC(C(OC)N1C(CCC2=CC=C(C=C12)CCN1CCN(CC1)C1=CC(=CC2=C1C=CS2)F)=O)=O